1-Palmitoyl-2-cis-9,10-methylenehexadecanoyl-sn-glycero-3-phosphocholine C(CCCCCCCCCCCCCCC)(=O)C(C(CCCCCCC1C(CCCCCC)C1)C(OP(OC[C@@H](CO)O)(=O)[O-])C[N+](C)(C)C)=O